CC1=C(C=2C(C=CC(C2C=C1)=O)=O)N1C(C=CC1=O)=O 1-(2-methyl-5,8-dioxo-5,8-dihydronaphthalen-1-yl)-1H-pyrrole-2,5-dione